(S*)-2-(2-Chloro-6-fluorophenyl)-6-(4-ethyl-3-(hydroxymethyl)-5-oxo-4,5-dihydro-1H-1,2,4-triazol-1-yl)-7-fluoro-4-(prop-1-en-2-yl)-3,4-dihydroisoquinolin-1(2H)-one ClC1=C(C(=CC=C1)F)N1C(C2=CC(=C(C=C2[C@@H](C1)C(=C)C)N1N=C(N(C1=O)CC)CO)F)=O |o1:16|